C1=CC=CC=2C3=CC=CC=C3C(C12)CO 9-fluorenylmethanol